ClC=1C(N(N=CC1)C=1C=NC(=CC1)N[C@@H]1C[C@H](CC1)NC1=NC=C(N=C1)C)=O 4-Chloro-2-(6-(((1S,3S)-3-((5-methylpyrazin-2-yl)amino)cyclopentyl)amino)pyridin-3-yl)pyridazin-3(2H)-one